BrC1=C(N)C(=CC(=C1)C(C)C)Br 2,6-dibromo-4-isopropylaniline